COCCOCCOCCNC(C(=C)C)=O N-(2-(2-(2-methoxyethoxy)ethoxy)ethyl)methacrylamide